C1(=CCC1)C(=O)N1CC(C1)C1=NN(C2=NC=CC(=C21)CO)C2=CC=C(C=C2)OC(F)(F)F Cyclobuten-1-yl-[3-[4-(hydroxymethyl)-1-[4-(trifluoromethoxy)phenyl]pyrazolo[3,4-b]pyridin-3-yl]azetidin-1-yl]methanone